ClC=1C(=NC(=CC1)OC)OC[C@@H]1N([C@@H]2C[C@@H]2C1)C(=O)OC(C)(C)C tert-butyl (1R,3R,5R)-3-{[(3-chloro-6-methoxypyridin-2-yl)oxy]methyl}-2-azabicyclo[3.1.0]hexane-2-carboxylate